C(C)(C)(C)OC(=O)N1C2CC(C1)(C2)COS(=O)(=O)C 2-(tert-Butoxycarbonyl)-4-(((methylsulfonyl)oxy)methyl)-2-azabicyclo[2.1.1]Hexane